2-(3-fluoro-1,1-diphenylprop-2-yl)-5-methoxy-1-methyl-6-oxo-1,6-dihydropyrimidine-4-carboxylic acid methyl ester COC(=O)C=1N=C(N(C(C1OC)=O)C)C(C(C1=CC=CC=C1)C1=CC=CC=C1)CF